3-(dimethoxysilyl)propylamine CO[SiH](CCCN)OC